(1S,3R)-1-(2,6-Difluoro-4-((Z)-(1-(3-fluoropropyl)pyrrolidin-3-ylidene)methyl)phenyl)-3-methyl-2-(2,2,2-trifluoroethyl)-1,2,3,4-tetrahydroisoquinolin-6-yl trifluoromethanesulfonate FC(S(=O)(=O)OC=1C=C2C[C@H](N([C@@H](C2=CC1)C1=C(C=C(C=C1F)\C=C\1/CN(CC1)CCCF)F)CC(F)(F)F)C)(F)F